P(=O)(=O)S(=O)([O-])P(=O)=O bisphosphothionate